2-benzoyl-8-bromoimidazo[1,2-c]pyrimidin C(C1=CC=CC=C1)(=O)C=1N=C2N(C=NC=C2Br)C1